FC(OC1=C(C=C(C=C1)OC=1C=NN(C1)C[C@@H](C)O)C1=NN(C=C1NC(=O)C=1C=NN2C1N=CC=C2)C)F |r| N-[3-[2-(difluoromethoxy)-5-[1-[rac-(2R)-2-hydroxypropyl]pyrazol-4-yl]oxy-phenyl]-1-methyl-pyrazol-4-yl]pyrazolo[1,5-a]pyrimidine-3-carboxamide